N-[4-[(4-methoxy-1H-benzimidazol-5-yl)amino]-5-propanoyl-2-pyridyl]cyclopropanecarboxamide COC1=C(C=CC=2NC=NC21)NC2=CC(=NC=C2C(CC)=O)NC(=O)C2CC2